C(=O)[O-].COCOC(C(=O)OC1CC2CCC(C1)[N+]21CCCC1)(C1=CC=CC=C1)C1=CC=CC=C1 3-(2-(Methoxymethoxy)-2,2-diphenylacetoxy)spiro[bicyclo[3.2.1]octane-8,1'-pyrrolidin]-8-ium formate